4-((1,3,7-trimethyl-2,6-dioxo-2,3,6,7-tetrahydro-1H-purin-8-ylsulfonyl)methyl)benzamide CN1C(N(C=2N=C(N(C2C1=O)C)S(=O)(=O)CC1=CC=C(C(=O)N)C=C1)C)=O